NCCNCCC[Si](OC)(OC)OC N-(aminoethyl)-γ-aminopropyltrimethoxysilane